4-[4-[(4-fluorophenyl)methylcarbamoyl]phenyl]piperazine-1-carboxylic acid tert-butyl ester C(C)(C)(C)OC(=O)N1CCN(CC1)C1=CC=C(C=C1)C(NCC1=CC=C(C=C1)F)=O